N=1C=C(N2C1C=CC=C2)CN2CC1=C(CC2)C(=CS1)C(=O)N 6-(imidazo[1,2-a]pyridin-3-ylmethyl)-4,5,6,7-tetrahydrothieno[2,3-c]pyridine-3-carboxamide